CC1CCC(CC1)C(NC(=O)C=1C(NC(=CC1)C(F)(F)F)=O)C1=CC=CC=C1 N-((4-methylcyclohexyl)(phenyl)methyl)-2-oxo-6-(trifluoromethyl)-1,2-dihydropyridine-3-carboxamide